N-(2-aminoethyl)-2-amino-ethanecarboxylic acid NCCNCCC(=O)O